(3-(3-methyl-2-oxoimidazolin-1-yl)piperidin-1-yl)-5-((1,2,3,4-tetrahydroisoquinolin-6-yl)amino)-1,2,4-triazine-6-carboxamide CN1C(N(CC1)C1CN(CCC1)C=1N=NC(=C(N1)NC=1C=C2CCNCC2=CC1)C(=O)N)=O